BrC=1C(=C(C=C2C(=C(C(=NC12)Cl)[N+](=O)[O-])Cl)I)Cl 8-bromo-2,4,7-trichloro-6-iodo-3-nitroquinoline